phenyl-Phenyl(diphenylpyrimidineyl)indolocarbazole methyl-3-((2-((S)-amino(cycloheptyl)methyl)imidazo[1,2-b]pyridazin-7-yl)methyl)-2-oxopiperidine-3-carboxylate COC(=O)C1(C(NCCC1)=O)CC1=CC=2N(N=C1)C=C(N2)[C@H](C2CCCCCC2)N.C2(=CC=CC=C2)C2=C(C(=C1C(=C2)N=C2C=CC3=C4C=CC=CC4=NC3=C21)C2=NC(=CC(=N2)C2=CC=CC=C2)C2=CC=CC=C2)C2=CC=CC=C2